BrC1=C(C=CC=C1)C=1NC2=C(N1)C=CC=C2 2-(2-bromophenyl)benzimidazole